(Z)-5-bromo-N-((R)-1-(3-hydroxy-5-(trifluoromethyl)phenyl)ethyl)-2-(((R)-1-hydroxypropan-2-yl)imino)-1,2-dihydropyridine-3-carboxamide BrC=1C=C(/C(/NC1)=N/[C@@H](CO)C)C(=O)N[C@H](C)C1=CC(=CC(=C1)C(F)(F)F)O